CC(CNC(=O)C1=NC(=CC=C1OC)NC1=CC=C(C=C1)C)(C)C N-(2,2-dimethylpropyl)-3-methoxy-6-(4-methylanilino)pyridine-2-carboxamide